NC1=NC=C(C2=C1C(=NN2C(C)C)C2=CC(=C(C=C2F)NS(=O)(=O)C2=C(C=CC(=C2)C)F)F)C2CCC(CC2)=O N-(4-(4-amino-1-isopropyl-7-(4-oxocyclohexyl)-1H-pyrazolo[4,3-c]pyridin-3-yl)-2,5-difluorophenyl)-2-fluoro-5-methylbenzenesulfonamide